C(C)(C)(C)C1=NC=CC(=N1)C1=C(N=C(S1)N)C 5-(2-(tert-butyl)pyrimidin-4-yl)-4-methylthiazol-2-amine